6-Bromo-4'-chloro-3-methyl-2'-(methylthio)-2,3,5',8'-tetrahydrospiro[indene-1,7'-pyrano[4,3-d]pyrimidine] BrC1=CC=C2C(CC3(CC=4N=C(N=C(C4CO3)Cl)SC)C2=C1)C